1-(1-(2-aminothiazol-5-yl)-2-((R)-2-methylmorpholino)ethyl)-5,5-difluoropiperidin-2-one NC=1SC(=CN1)C(CN1C[C@H](OCC1)C)N1C(CCC(C1)(F)F)=O